CC=1C=CC(=C(C1)N1C(SC=C1C=1C=C(C(=O)NCCCCC2=CC=CC=C2)C=CC1)=O)OC 3-(3-(5-methyl-2-methoxyphenyl)-4-thiazolinonyl)-N-(4-phenylbutyl)benzamide